ClC=1C=C(C=NC1)C1=NC(=C2N=CN(C2=N1)[C@H]1[C@@H]([C@@H]([C@H](O1)C(=O)NCC(F)(F)F)O)O)NCC1=CC(=CC=C1)I (2S,3S,4R,5R)-5-(2-(5-chloropyridin-3-yl)-6-(3-iodobenzylamino)-9H-purin-9-yl)-3,4-diHydroxy-N-(2,2,2-trifluoroethyl)tetrahydrofuran-2-carboxamide